CC1NCCC(C1)NC1COC1 2-methyl-N-(oxetan-3-yl)piperidin-4-amine